2,6-bis(octyloxy)anthracen-9(10H)-one C(CCCCCCC)OC1=CC=2C(C3=CC=C(C=C3CC2C=C1)OCCCCCCCC)=O